(R)-2-((4-(3-(4-Cyano-2-fluorophenyl)-2,3-dihydrobenzo[b][1,4]dioxin-5-yl)piperidin-1-yl)methyl)-4-(difluoromethoxy)-1-methyl-1H-benzo[d]imidazole-6-carboxylic acid C(#N)C1=CC(=C(C=C1)[C@H]1OC2=C(OC1)C=CC=C2C2CCN(CC2)CC2=NC1=C(N2C)C=C(C=C1OC(F)F)C(=O)O)F